ethyl 4-(2-formamidophenyl)-4-oxo-2-palmitamidobutanoate C(=O)NC1=C(C=CC=C1)C(CC(C(=O)OCC)NC(CCCCCCCCCCCCCCC)=O)=O